(R)-5-(2-(2,5-Difluorophenyl)pyrrolidin-1-yl)-2-nitro-3-(3-(4-methoxycyclohexyl)ureido)pyridine FC1=C(C=C(C=C1)F)[C@@H]1N(CCC1)C=1C=C(C(=NC1)[N+](=O)[O-])NC(=O)NC1CCC(CC1)OC